C(CC)CC(=O)O.CC(COC(C)CO)O dipropylene glycol n-propyl-acetate